2-(3,5-dichloro-4-((6-oxo-1-(1,1,1-trifluoropropan-2-yl)-1,6-dihydropyridin-3-yl)oxy)phenyl)-3,5-dioxo-2,3,4,5-tetrahydro-1,2,4-triazine-6-carbonitrile ClC=1C=C(C=C(C1OC1=CN(C(C=C1)=O)C(C(F)(F)F)C)Cl)N1N=C(C(NC1=O)=O)C#N